NC1=NC(=NC=N1)C=1C=C(C=C(C1)Cl)C1C2(COC2)CN1C(C=C)=O 1-(5-(3-(4-amino-1,3,5-triazin-2-yl)-5-chlorophenyl)-2-oxa-6-azaspiro[3.3]heptan-6-yl)prop-2-en-1-one